COC1=C(C=CC(=C1)OC)CN(C1=NC2=CC(=CC=C2C=C1)N)C N2-[(2,4-dimethoxyphenyl)methyl]-N2-methylquinoline-2,7-diamine